1-{2-[4-(4-aminopiperidin-1-yl)-3-(3,5-difluorophenyl)quinolin-6-yl]-4-cyanophenyl}-3-methoxyurea NC1CCN(CC1)C1=C(C=NC2=CC=C(C=C12)C1=C(C=CC(=C1)C#N)NC(=O)NOC)C1=CC(=CC(=C1)F)F